2-(bromoacetyl)-1,3-thiazole BrCC(=O)C=1SC=CN1